N-(3-((7-(cyclopropylamino)pyrimido[4,5-d]pyrimidin-4-yl)amino)-4-methylphenyl)-4-(trifluoromethyl)benzamide C1(CC1)NC1=NC=C2C(=N1)N=CN=C2NC=2C=C(C=CC2C)NC(C2=CC=C(C=C2)C(F)(F)F)=O